8-(difluoromethyl)-8-methyl-7,8-dihydro-6H-pyrazolo[1,5-a]pyrrolo[2,3-e]pyrimidine-carboxamide FC(C1(CNC=2C=NC=3N(C21)N=C(C3)C(=O)N)C)F